C(CCCCCCCCCC)[NH3+] 1-undecyl-ammonium